COC(=O)C1=CC=C(C=C1)C(C(=O)O)CC(C(=O)O)C1=CC=CC=C1 2-(4-(methoxycarbonyl)phenyl)-4-phenylpentanedioic acid